4-((4-methylpiperazin-1-yl)methyl)-N-(3-chloro-4-((6-methylpyridin-2-yl)methoxy)phenyl)-benzamide CN1CCN(CC1)CC1=CC=C(C(=O)NC2=CC(=C(C=C2)OCC2=NC(=CC=C2)C)Cl)C=C1